BrC=1C=C2C(=C(NC2=CC1)C1=CC=C(C=C1)F)CC(=O)N1CCN(CC1)C(\C=C\C1=CC=C(C=C1)F)=O (E)-1-(4-(2-(5-bromo-2-(4-fluorophenyl)-1H-indol-3-yl)acetyl)piperazin-1-yl)-3-(4-fluorophenyl)prop-2-en-1-one